OC1=C2C(C(=CNC2=CC(=C1O)O)C(=O)NC1=CC=CC=C1)=O 5,6,7-trihydroxy-4-oxo-N-phenyl-1,4-dihydroquinoline-3-carboxamide